N=1C=CN2N=C(C=CC21)C2=CNC=1N=C(N=CC12)NC1CCC(CC1)(O)C (1s,4s)-4-((5-(Imidazo[1,2-b]pyridazin-6-yl)-7H-pyrrolo[2,3-d]pyrimidin-2-yl)amino)-1-methylcyclohexan-1-ol